(3-oxo-3-((1-(3-(trifluoromethyl)benzoyl)piperidin-4-yl)oxy)propyl)amine O=C(CCN)OC1CCN(CC1)C(C1=CC(=CC=C1)C(F)(F)F)=O